2-[4-(2-Chloro-4-pyrrolidin-1-ylbenzoyl)piperazin-1-yl]-3H-quinazolin-4-one ClC1=C(C(=O)N2CCN(CC2)C2=NC3=CC=CC=C3C(N2)=O)C=CC(=C1)N1CCCC1